(3R,4R)-1-(5,6-Difluoro-1-((1R)-1-(8-chinolinyl)ethyl)-1H-benzimidazol-2-yl)-4-fluoro-3-piperidinamin FC1=CC2=C(N(C(=N2)N2C[C@H]([C@@H](CC2)F)N)[C@H](C)C=2C=CC=C3C=CC=NC23)C=C1F